O[C@]1(CNCCC1)C (3R)-3-hydroxy-3-methylpiperidin